FC(C[C@@H](C(=O)OCCC1=CC=C(C=C1)N1CCOCC1)NC)(C)C 2-[4-(morpholin-4-yl)phenyl]ethyl (2S)-4-fluoro-4-methyl-2-(methylamino)pentanoate